N-(4-((tert-butyldiphenylsilyl)oxy)butyl)-N-methyl-6,8,26,28-tetrathiatritriacontan-17-amine [Si](C1=CC=CC=C1)(C1=CC=CC=C1)(C(C)(C)C)OCCCCN(C(CCCCCCCCSCSCCCCC)CCCCCCCCSCSCCCCC)C